(R)-3-(4-(cyclopropylethynyl)-2-hydroxyphenyl)-4-methyl-6-((1-methylpiperidin-3-yl)amino)-1,2,4-triazine-5(4H)-one C1(CC1)C#CC1=CC(=C(C=C1)C1=NN=C(C(N1C)=O)N[C@H]1CN(CCC1)C)O